bis[4,4'-di-tert-butyl-phenyl]iridium (III) C(C)(C)(C)C1(CC=C(C=C1)[Ir+]C1=CCC(C=C1)(C(C)(C)C)C(C)(C)C)C(C)(C)C